tert-butyl N-[(3S)-4-oxo-5-(trideuteriomethyl)-2,3-dihydropyrido[3,2-b][1,4]oxazepin-3-yl]carbamate O=C1N(C2=C(OC[C@@H]1NC(OC(C)(C)C)=O)C=CC=N2)C([2H])([2H])[2H]